(13E,15E,17E,19E)-N,8,8,14,18-pentamethyl-10-pentadecyl-N-(prop-2-yn-1-yl)-20-(2,6,6-trimethylcyclohex-1-en-1-yl)-7,9,11-trioxa-8-silaicosa-13,15,17,19-tetraen-1-amine CN(CCCCCCO[Si](OC(OC\C=C(\C=C\C=C(\C=C\C1=C(CCCC1(C)C)C)/C)/C)CCCCCCCCCCCCCCC)(C)C)CC#C